BrC1=C(C=CC=C1C)OCC1=CC(=C(C=C1)OC)OC 2-bromo-1-[(3,4-dimethoxyphenyl)methoxy]-3-methylbenzene